17,20-Dihydroxyhexacosanoic acid OC(CCCCCCCCCCCCCCCC(=O)O)CCC(CCCCCC)O